OC1=C(C(N(C=C1)C)=O)NC(N[C@@H](CC(=O)OCC)C=1C=C(C=C(C1)C)C1=CC(=CC=C1)OC)=O ethyl (S)-3-(3-(4-hydroxy-1-methyl-2-oxo-1,2-dihydropyridin-3-yl)ureido)-3-(3'-methoxy-5-methylbiphenyl-3-yl)propanoate